trinitro-methyl-nitroamine [N+](=O)([O-])C(N[N+](=O)[O-])([N+](=O)[O-])[N+](=O)[O-]